3-[1-(4-cyano-5-{3-[(E)-2-(4-trifluoromethylpyridin-2-yl)-vinyl]-phenyl}-2H-[1,2,3]triazol-2-yl)-ethoxycarbonyloxy]-2,2-dimethyl-propionic acid allyl ester C(C=C)OC(C(COC(=O)OC(C)N1N=C(C(=N1)C#N)C1=CC(=CC=C1)\C=C\C1=NC=CC(=C1)C(F)(F)F)(C)C)=O